Methyl 8-bromo-2-methyl-[1,2,4]triazolo[1,5-c]pyrimidine-5-carboxylate BrC=1C=2N(C(=NC1)C(=O)OC)N=C(N2)C